2,2-difluoropent-4-ene FC(C)(CC=C)F